C(C)(C)(C)C1=NC=NC(=C1C=1N=CC2=C(N1)C(=CN2)CC2=CC=C(C=C2)C=2N(C=C(N2)C(F)(F)F)C)OC 2-(4-tert-butyl-6-methoxy-pyrimidin-5-yl)-7-[[4-[1-methyl-4-(trifluoromethyl)imidazol-2-yl]phenyl]methyl]-5H-pyrrolo[3,2-d]pyrimidine